CNC[C@H]1OCCC=2C=CC3=C(C12)OCC3 (S)-N-methyl-1-(2,3,6,9-tetrahydro-7H-furo[3,2-H]isochromen-9-yl)methylamine